(2Z,14Z)-4,7,10,13-tetraoxahexadecane-2,14-diene C\C=C/OCCOCCOCCO\C=C/C